1-cyclohexyl-3-fluoro-N5-isopropyl-1H-pyrazole-4,5-diamine C1(CCCCC1)N1N=C(C(=C1NC(C)C)N)F